2,4-dichloro-3,5,7-trimethyl-1,8-naphthyridine ClC1=NC2=NC(=CC(=C2C(=C1C)Cl)C)C